NC=1SC=C(N1)C=1N=NN(C1)[C@@H]1[C@H]([C@@H](SC2=CC(=C(C=C2)Cl)Cl)O[C@@H]([C@@H]1O)CO)OC 3,4-dichlorophenyl 3-[4-(2-aminothiazol-4-yl)-1H-1,2,3-triazol-1-yl]-3-deoxy-2-O-methyl-1-thio-alpha-D-galactopyranoside